N-(3-(1-(pyridin-4-ylmethyl)-1H-benzo[d]imidazol-2-yl)-1H-pyrazol-5-yl)-4-((1-methylpiperidin-4-yl)amino)benzamide N1=CC=C(C=C1)CN1C(=NC2=C1C=CC=C2)C2=NNC(=C2)NC(C2=CC=C(C=C2)NC2CCN(CC2)C)=O